FC=1C(=NC=C(C1)[N+](=O)[O-])C=1CCN(CC1)C(=O)OC(C)(C)C tert-butyl 4-(3-fluoro-5-nitro-2-pyridyl)-3,6-dihydro-2H-pyridine-1-carboxylate